C1(CC1)CN1C(=CC=2C1=NC(=CC2)C[C@@H]2OCCCC2)C2=NC1=C(N2C)C(=CC(=C1)C(=O)N1[C@@H]2CC[C@H](C1)[C@H]2N)OC (1R,4R,7R)-2-{2-[1-(cyclopropylmethyl)-6-{[(2R)-oxan-2-yl]methyl}-1H-pyrrolo[2,3-b]pyridin-2-yl]-7-methoxy-1-methyl-1H-1,3-benzodiazole-5-carbonyl}-2-azabicyclo[2.2.1]heptan-7-amine